P(=O)(OC[N+]1=C(C(=CC=C1)C1=CC(=NO1)CC=1C=NC(=CC1)OCC1=C(C=CC=C1)C(F)(F)F)N)(O)[O-] (2-amino-3-(3-((6-((2-(trifluoromethyl)benzyl)oxy)pyridin-3-yl)methyl)isoxazol-5-yl)pyridin-1-ium-1-yl)methyl hydrogen phosphate